NC(=CC(=O)NC1CNC1)C1=C(C=C(C(=C1)Cl)C)O 3-amino-N-(azetidin-3-yl)-3-(5-chloro-2-hydroxy-4-methylphenyl)propenamide